2-(difluoromethyl)-N-(3,3-difluoropiperidin-4-yl)-5-((2-(trifluoromethyl)pyridin-3-yl)methoxy)benzofuran-3-carboxamide FC(C=1OC2=C(C1C(=O)NC1C(CNCC1)(F)F)C=C(C=C2)OCC=2C(=NC=CC2)C(F)(F)F)F